2-(2-isopropylphenyl)-9-(4-(3-(piperidin-4-yl)-1H-pyrazol-1-yl)benzyl)-7,9-dihydro-8H-purin-8-one C(C)(C)C1=C(C=CC=C1)C1=NC=C2NC(N(C2=N1)CC1=CC=C(C=C1)N1N=C(C=C1)C1CCNCC1)=O